O=C1[C@H](C2SCC(=C(N12)C(=O)O)CSC1=CC=CC=C1)NC(COC1=CC=CC=C1)=O (7R)-8-oxo-7-(2-phenoxyacetamido)-3-((phenylsulfanyl)methyl)-5-thia-1-azabicyclo[4.2.0]oct-2-ene-2-carboxylic acid